(tert-butyldimethylsilyl)-glyoxylic acid tert-butyl ester C(C)(C)(C)OC(C(=O)[Si](C)(C)C(C)(C)C)=O